C(C=C)(=O)N1[C@H](CN(CC1)C1=NC(=NC=2CN(CCCC21)C2=CC=CC1=CC=CC(=C21)Cl)OC[C@H]2N(CCC2)C)CC#N 2-((S)-1-acryloyl-4-(8-(8-chloronaphthalen-1-yl)-2-(((S)-1-methylpyrrolidin-2-yl)methoxy)-6,7,8,9-tetrahydro-5H-pyrimido[4,5-c]azepin-4-yl)piperazin-2-yl)acetonitrile